FC(OC1=C(C(=NN1C)C(F)(F)F)CSC1=NOC(C1)(C)C)F 3-[(5-difluoromethoxy-1-methyl-3-trifluoromethylpyrazol-4-yl)methylthio]-4,5-dihydro-5,5-dimethylisooxazole